[1,3]oxazine-2,4-dione O1C(NC(C=C1)=O)=O